chloro(methyl)phenylsilane Cl[SiH](C1=CC=CC=C1)C